[Cr].[Pb].[Cu].[Cd] cadmium-copper-lead-chromium